FC(C1N(CCC1)CC1=C2C(=NC(=C1)C=1C=C3CN(C(C3=CC1)=O)C1C(NC(CC1)=O)=O)N(C=C2)C2COC2)F 3-(5-(4-((2-(difluoromethyl)pyrrolidin-1-yl)methyl)-1-(oxetan-3-yl)-1H-pyrrolo[2,3-b]pyridin-6-yl)-1-oxoisoindolin-2-yl)piperidine-2,6-dione